N,N-diethyl-N-methyl-(2-methoxyethyl)ammonium C(C)[N+](C)(CC)CCOC